1-(3-Fluoropyridin-4-yl)-7-methoxy-3-methyl-8-(1H-pyrazol-4-yl)-1,3-dihydro-imidazo[4,5-c]quinolin-2-one FC=1C=NC=CC1N1C(N(C=2C=NC=3C=C(C(=CC3C21)C=2C=NNC2)OC)C)=O